2-(5,6-Dimethoxyindol-3-yl)-N,N-dimethylethan-1-amine COC=1C=C2C(=CNC2=CC1OC)CCN(C)C